O=C1NC(CCC1N1C(C2=CC=C(C=C2C1)C#CC1CCN(CC1)C1CCN(CC1)C(=O)OC(C)(C)C)=O)=O Tert-butyl 4-{2-[2-(2,6-dioxopiperidin-3-yl)-1-oxo-2,3-dihydro-1H-isoindol-5-yl]ethynyl}-[1,4'-bipiperidine]-1'-carboxylate